1-(1,3-Dimethyl-1H-indazol-6-yl)ethan-1-one CN1N=C(C2=CC=C(C=C12)C(C)=O)C